(2S,12R,12aS)-1,2,3,5,6,11,12,12a-octahydro-2,12-methanopyrrolo[1',2':1,2]azepino[4,5-b]indol-8-ol C1[C@H]2CN3[C@@H]1[C@H](C=1NC4=CC=C(C=C4C1CC3)O)C2